4-amino-6-fluoro-1,2-dihydropyridin-2-one NC1=CC(NC(=C1)F)=O